C1(CC1)C1=C2CN(C(C2=CC(=C1)C)=O)C1C(NC(CC1)=O)=O 3-(4-cyclopropyl-6-methyl-1-oxoisoindolin-2-yl)piperidine-2,6-dione